1-iodo-2,4-dimethylbenzene IC1=C(C=C(C=C1)C)C